5-bromo-7-chloro-1-methyl-benzoimidazol-2-amine BrC1=CC2=C(N(C(=N2)N)C)C(=C1)Cl